fluoroprop-1-ene FC=CC